4-[2-(2,2-difluoroethoxy)phenyl]-6-(2-hydroxypropan-2-yl)-2-[4-(2,2,2-trifluoroethoxy)phenyl]-2,3-dihydro-1H-pyrrolo[3,4-c]pyridin-1-one FC(COC1=C(C=CC=C1)C1=NC(=CC2=C1CN(C2=O)C2=CC=C(C=C2)OCC(F)(F)F)C(C)(C)O)F